bis[2-t-butyl-6-methyl-4-{2-(octadecyloxycarbonyl) ethyl} phenyl] hydrogen phosphite P(OC1=C(C=C(C=C1C)CCC(=O)OCCCCCCCCCCCCCCCCCC)C(C)(C)C)(OC1=C(C=C(C=C1C)CCC(=O)OCCCCCCCCCCCCCCCCCC)C(C)(C)C)O